C(C)C1=C(C=C(C(=C1O)O)OC)C1=CC=CC=C1 Ethyl-5-methoxy-[1,1'-biphenyl]-3,4-diol